(1r,3r)-3-((5-bromopyridin-2-yl)oxy)cyclobutan-1-ol BrC=1C=CC(=NC1)OC1CC(C1)O